C(C1=CC=CC=C1)OC(=O)N(C(C(=O)O)COC1CCC1)C 2-[benzyloxycarbonyl-(methyl)amino]-3-(cyclobutoxy)propionic acid